C[C@@H]1CN(CCC1)CC1=CC2=C(C(N(C=C2C(F)(F)F)C2=CC(=CC=C2)C2(CC3(CC3)C2)C2=NN=CN2C)=O)N1S(=O)(=O)C1=CC=C(C=C1)C 2-[[(3S)-3-methyl-1-piperidinyl]methyl]-6-[3-[5-(4-methyl-1,2,4-triazol-3-yl)spiro[2.3]hex-5-yl]phenyl]-1-(p-tolylsulfonyl)-4-(trifluoromethyl)pyrrolo[2,3-c]pyridin-7-one